24-Methyl-cholesta-5-en-3β-ol CC(C(C)C)CC[C@@H](C)[C@H]1CC[C@H]2[C@@H]3CC=C4C[C@H](CC[C@]4(C)[C@H]3CC[C@]12C)O